ClC1=CC(=C(C=C1OC(C(C(F)(F)F)F)(F)F)NC(=O)N[C@@H](C)C=1N(N=CN1)C1=NC=CC=N1)F 1-[4-chloro-2-fluoro-5-(1,1,2,3,3,3-hexafluoropropoxy)phenyl]-3-[(1S)-1-(2-pyrimidin-2-yl-1,2,4-triazol-3-yl)ethyl]urea